C1=CC=CC=2C3=CC=CC=C3C(C12)COC(=O)N[C@@H](CCC(F)(F)F)C(=O)OCC1=CC=CC=C1 benzyl N-[(9H-fluoren-9-ylmethoxy) carbonyl]-5,5,5-trifluoro-L-norvalinate